O(C1=CC=CC=C1)C1=C(C(=CC(=C1)OC1=CC=CC=C1)OC1=CC=CC=C1)C1=CC2=C(C=CS2)S1 2-(2,4,6-triphenoxyphenyl)thienothiophene